OC1=C(C=CC(=C1)CCCCCCCC)N1N=C2C(=N1)C=CC=C2 2-(2-hydroxy-4-octylphenyl)-2H-benzotriazole